BrC1=C(OC2=CC=C(C=C2)CCC2CCN(CC2)C(=O)OC(C)(C)C)C=CC(=C1)CS(=O)(=O)C tert-butyl 4-[2-[4-[2-bromo-4-(methylsulfonylmethyl)phenoxy]phenyl]ethyl]piperidine-1-carboxylate